COC1=C(C=C(C=C1)NC(=O)C1N(C(CC1)=O)C)OC1=CC=C(C=C1)C(F)(F)F N-(4-Methoxy-3-(4-(trifluoromethyl)phenoxy)phenyl)-1-methyl-5-oxo-pyrrolidine-2-carboxamide